OCC[N+](C)(C)C.P.P diphosphine choline